3-(3-fluoro-5-(1,4-dioxa-8-azaspiro[4.5]decan-8-yl)pyridin-2-yl)piperidine-2,6-dione FC=1C(=NC=C(C1)N1CCC2(OCCO2)CC1)C1C(NC(CC1)=O)=O